N1(N=NC=C1)CCCCO 4-(1H-1,2,3-triazol-1-yl)butan-1-ol